Trans-2-(2-(oxetan-3-yl)-1,3-dithian-2-yl)-3-phenyl-4-(o-tolyl)cyclobut-2-ene-1-carboxylic acid methyl ester COC(=O)[C@@H]1C(=C([C@H]1C1=C(C=CC=C1)C)C1=CC=CC=C1)C1(SCCCS1)C1COC1